C(C)(C)(C)OC([C@H](CC(CCC(=O)O)N)C(=O)OCC1C2=CC=CC=C2C2=CC=CC=C12)=O (R)-Fmoc-4-amino-pimelic acid-1-tert-butyl ester